C(C)(C)(C)OC(NC(C)C#C)=O but-3-yn-2-ylcarbamic acid tert-butyl ester